C(C1=CC=CC=C1)OC(CN1CC(N(CC1)CC1CCNCC1)=O)=O 2-[3-oxo-4-(4-piperidinylmethyl)piperazin-1-yl]acetic acid benzyl ester